C(CCCCCCCCCCCCCCC)[C@](O)(C[N+](C)(C)C)CC([O-])=O Hexadecyl-L-carnitine